8-bromo-N-ethoxy-N-propyl-2-(tritylamino)-3H-1-benzazepine-4-carboxamide BrC1=CC2=C(C=C(CC(=N2)NC(C2=CC=CC=C2)(C2=CC=CC=C2)C2=CC=CC=C2)C(=O)N(CCC)OCC)C=C1